tert-butyl 3-{1-[(3-{2-[bis(tert-butoxycarbonyl)amino]ethoxy}-5,7-dimethyltricyclo[3.3.1.13,7]dec-1-yl)methyl]-5-methyl-1H-pyrazol-4-yl}-6-chloropyridine-2-carboxylate C(C)(C)(C)OC(=O)N(CCOC12CC3(CC(CC(C1)(C3)C)(C2)C)CN2N=CC(=C2C)C=2C(=NC(=CC2)Cl)C(=O)OC(C)(C)C)C(=O)OC(C)(C)C